COC1=NC=CC(=C1C1=CC=2C(=CN=C(C2)NC(=O)C2C(C2)CN2CCN(CC2)C)N1C)OC N-(2-(2,4-dimethoxypyridin-3-yl)-1-methyl-1H-pyrrolo[2,3-c]pyridin-5-yl)-2-((4-methylpiperazin-1-yl)methyl)cyclopropane-1-carboxamide